BrC1=CC(=C(C=2C1=NON2)[N+](=O)[O-])NC2=CC(=C(C(=C2)F)Br)Cl 7-bromo-N-(4-bromo-3-chloro-5-fluorophenyl)-4-nitrobenzo[c][1,2,5]oxadiazol-5-amine